1-(4-{[(1S)-5-[2-(2-aminopyridin-3-yl)-5-(1,2,3-triazol-2-yl)imidazo[4,5-b]pyridin-3-yl]-2,3-dihydro-1H-inden-1-yl]amino}piperidin-1-yl)prop-2-en-1-one NC1=NC=CC=C1C1=NC=2C(=NC(=CC2)N2N=CC=N2)N1C=1C=C2CC[C@@H](C2=CC1)NC1CCN(CC1)C(C=C)=O